(2-methyl)-2-propanesulfinamide CC(C)(C)S(=O)N